tert-butyl 4-(3-oxobutanoyl)piperazine-1-carboxylate O=C(CC(=O)N1CCN(CC1)C(=O)OC(C)(C)C)C